(1R,2S,6R)-2-amino-6-(2-(2-fluorophenyl)-6-(1H-1,2,4-triazol-3-yl)-1H-imidazo[4,5-c]pyridin-1-yl)cyclohexan-1-ol N[C@@H]1[C@H]([C@@H](CCC1)N1C(=NC=2C=NC(=CC21)C2=NNC=N2)C2=C(C=CC=C2)F)O